C(C)S(=O)[O-].[Na+] sodium ethanesulfinate